IC1=CN(C=2N=CN=C(C21)N)C(C)(C(C)(C)C)C 5-iodo-7-(2,3,3-trimethylbut-2-yl)-7H-pyrrolo[2,3-d]pyrimidin-4-amine